anilinetartaric acid N(C1=CC=CC=C1)C(C(C(=O)O)O)(O)C(=O)O